[Cl-].C[N+](CCCCCCCC\C=C/CCCCCCCC)(CCO)CCO methyl-bis(2-hydroxyethyl)oleyl-ammonium chloride